C(C=CC)OC1CCC=C1CCCCC 5-(But-2-en-1-yloxy)-1-pentyl-1-cyclopentene